C(C)=NS(=O)C(C)(C)C N-Ethylidene-2-methyl-2-propanesulfinamide